1-bromo-2,3-bis(bromomethyl)-5-nitrobenzene BrC1=C(C(=CC(=C1)[N+](=O)[O-])CBr)CBr